Cl.CNC(=N)N 1-methylguanidine hydrochloride